4-hydroxy-N-(4-(4-morpholino-7-((2-(trimethylsilyl)ethoxy)methyl)-7H-pyrrolo[2,3-d]pyrimidin-6-yl)phenyl)piperidine-4-carboxamide HCl Cl.OC1(CCNCC1)C(=O)NC1=CC=C(C=C1)C1=CC2=C(N=CN=C2N2CCOCC2)N1COCC[Si](C)(C)C